N-(2-aminoethyl)-2-[2-(2-aminothiazol-4-yl)phenyl]ethanesulfonamide NCCNS(=O)(=O)CCC1=C(C=CC=C1)C=1N=C(SC1)N